ClC1=C(CN[C@@H](CCOC2CC(C2)CCC2=NC=3NCCCC3C=C2)C(=O)O)C(=CN=C1)CC N-(3-chloro-5-ethylisonicotinyl)-O-((1R,3R)-3-(2-(5,6,7,8-tetrahydro-1,8-naphthyridin-2-yl)ethyl)cyclobutyl)homoserine